ClC1=NN2C(N=C(C=C2)N2[C@H](C[C@@H](C2)F)C2=C(C=CC(=C2)F)F)=C1NC(=O)NC1CC1 1-(2-chloro-5-((2R,4S)-2-(2,5-difluorophenyl)-4-fluoropyrrolidin-1-yl)pyrazolo[1,5-a]pyrimidin-3-yl)-3-cyclopropylurea